C(C1=CC=CC=C1)OC=1C=C2CCC(=C(C2=CC1)C1=CC(=C(C=C1)N1CCC(CC1)C(OC)OC)F)Br 1-(4-(6-(Benzyloxy)-2-bromo-3,4-dihydronaphthalen-1-yl)-2-fluorophenyl)-4-(dimethoxymethyl)piperidine